heptadecan-9-yl 8-((3-((tert-butoxycarbonyl)amino)-2-methylpropyl)(6-(((nonyloxy)carbonyl)oxy)hexyl)amino)octanoate C(C)(C)(C)OC(=O)NCC(CN(CCCCCCCC(=O)OC(CCCCCCCC)CCCCCCCC)CCCCCCOC(=O)OCCCCCCCCC)C